C=1(C=2N(C=CN1)C=CC2)C=O pyrrolo[1,2-a]pyrazin-1-yl-methanone